C(C1=CC=CC=C1)OCC[C@H](CC(=O)NC1=CC=CC=C1)C (R)-5-(benzyloxy)-3-methyl-N-phenylpentanamide